6-FORMYL-2-THIOURACIL HYDRATE O.C(=O)C1=CC(NC(N1)=S)=O